ClC1=NC(=CC2=C1CC(C2)C(=O)OC)OC methyl 1-chloro-3-methoxy-6,7-dihydro-5H-cyclopenta[c]pyridine-6-carboxylate